(Z)-N-Benzyl-2-(2-cyano-3-hydroxy-3-(5-methylisoxazol-4-yl)acrylamido)-N-methyl-4-phenylpyrimidine-5-carboxamide C(C1=CC=CC=C1)N(C(=O)C=1C(=NC(=NC1)NC(\C(=C(\C=1C=NOC1C)/O)\C#N)=O)C1=CC=CC=C1)C